3-(5-((1-((4'-fluoro-5,5-dimethyl-3,4,5,6-tetrahydro-[1,1'-biphenyl]-2-yl)methyl)azetidin-3-yl)methyl)-1-oxoisoindolin-2-yl)piperidine-2,6-dione FC1=CC=C(C=C1)C1=C(CCC(C1)(C)C)CN1CC(C1)CC=1C=C2CN(C(C2=CC1)=O)C1C(NC(CC1)=O)=O